O=CCCCCCC(=O)OC(C)(C)C tert-butyl 7-oxoheptanoate